(1S,2S)-2-fluoro-N-(6-(6-fluoro-7-(isopropylamino)-1H-indazol-4-yl)imidazo[1,2-a]pyrazin-2-yl)cyclopropane-1-carboxamide F[C@@H]1[C@@H](C1)C(=O)NC=1N=C2N(C=C(N=C2)C2=C3C=NNC3=C(C(=C2)F)NC(C)C)C1